5-(2-fluoropyridin-4-yl)-2,3-dihydro-1H-inden-4-ol FC1=NC=CC(=C1)C1=C(C=2CCCC2C=C1)O